(R)-N-(1-(3-(difluoromethyl)-2-fluorophenyl)ethyl)-6-(1-(difluoromethyl)cyclopropyl)pyrido[3,4-d]pyrimidin-4-amine FC(C=1C(=C(C=CC1)[C@@H](C)NC=1C2=C(N=CN1)C=NC(=C2)C2(CC2)C(F)F)F)F